[C@@]12(COC[C@@H]2C1)C(=O)C=1N=C2N(N1)[C@@H](C[C@@H]2F)C2=CC=CC=C2 ((1R,5R)-3-oxabicyclo[3.1.0]hex-1-yl)((5S,7S)-7-fluoro-5-phenyl-6,7-dihydro-5H-pyrrolo[1,2-b][1,2,4]triazol-2-yl)methanone